C(#N)C1=NC=C(C(=C1)C1=CC=2N(C=C1)N=C(C2)NC(=O)C2CC2)OCC2CCC(CC2)=O N-(5-(2-cyano-5-((4-oxocyclohexyl)methoxy)pyridin-4-yl)pyrazolo[1,5-a]pyridin-2-yl)cyclopropanecarboxamide